CN1C(C2=C(C(=C1)B1OC(C(O1)(C)C)(C)C)C=C(N2)C(=O)OCC)=O ethyl 6-methyl-7-oxo-4-(4,4,5,5-tetramethyl-1,3,2-dioxaborolan-2-yl)-1H-pyrrolo[2,3-c]pyridine-2-carboxylate